propyl-ethoxymagnesium C(CC)[Mg]OCC